1,2-di-hexadecyl-glycerol C(CCCCCCCCCCCCCCC)OCC(OCCCCCCCCCCCCCCCC)CO